C(C)(C)(C)OC(=O)NCCC=1OC=C(N1)C(=O)O 2-(2-{[(tert-butoxy)carbonyl]amino}ethyl)-1,3-oxazole-4-carboxylic acid